NC1=C([N+](=CC2=C(C=CC=C12)C1=NC=CN=C1C(F)(F)F)[O-])C(NCCC)=O 4-amino-3-(propylcarbamoyl)-8-(3-(trifluoromethyl)pyrazin-2-yl)isoquinoline-2-oxide